17-(1H-benzimidazol-1-yl)-androsta-5,16-diene hydrochloride Cl.N1(C=NC2=C1C=CC=C2)C=2[C@]1(C)[C@@H](CC2)[C@@H]2CC=C3CCCC[C@]3(C)[C@H]2CC1